9-ETHYL-9H-PURINE C(C)N1C2=NC=NC=C2N=C1